C[C@H](C(=O)OC)Cl (R)-(+)-2-chloropropionic acid methyl ester